tert-butyl (4-oxo-4-((4-((4-(4-(trifluoromethyl)piperidin-1-yl)phenyl)amino)benzyl)amino)butyl)carbamate O=C(CCCNC(OC(C)(C)C)=O)NCC1=CC=C(C=C1)NC1=CC=C(C=C1)N1CCC(CC1)C(F)(F)F